METHYL 2-OXO-3-METHYLPENTANOATE O=C(C(=O)OC)C(CC)C